C[C@H]1N([C@H](CCC1)C)C=1OC2=C(N1)C=CC(=C2)N2C=C(C(C=C2C2=CC(=C(C=C2)N2CCCC2)C(F)(F)F)=O)C(=O)O 1-(2-((2R,6S)-2,6-dimethylpiperidin-1-yl)benzo[d]oxazol-6-yl)-4-oxo-6-(4-(Pyrrolidin-1-yl)-3-(trifluoromethyl)phenyl)-1,4-dihydropyridine-3-carboxylic acid